2-(3-(((3-(2-chloro-6-fluorophenyl)-5-cyclopropylisoxazol-4-yl)methoxy)methyl)-3-fluoro-8-azabicyclo[3.2.1]oct-8-yl)benzo[d]thiazole-6-carboxylic acid ClC1=C(C(=CC=C1)F)C1=NOC(=C1COCC1(CC2CCC(C1)N2C=2SC1=C(N2)C=CC(=C1)C(=O)O)F)C1CC1